1-benzyl 3-methyl 5-((tert-butyldiphenylsilyl) oxy)-3-(difluoro (trimethylsilyl) methyl)-piperidine-1,3-dicarboxylate [Si](C1=CC=CC=C1)(C1=CC=CC=C1)(C(C)(C)C)OC1CC(CN(C1)C(=O)OCC1=CC=CC=C1)(C(=O)OC)C([Si](C)(C)C)(F)F